OCC(=O)N1CCC2(CN(C(N2CC2=CC(=CC=C2)OC)=O)C2=NC(=C(C=C2)C=2C=NNC2)OC)CC1 8-(2-hydroxyacetyl)-3-(6-methoxy-5-(1H-pyrazol-4-yl)pyridin-2-yl)-1-(3-methoxybenzyl)-1,3,8-triazaspiro[4.5]decan-2-one